C(C)(C)(C)OC(N(C([2H])([2H])C=1N=C2N(C=CC=C2)C1)C1=CC(=NC=2N1N=CC2C(C)C)Cl)=O (5-chloro-3-isopropylpyrazolo[1,5-a]pyrimidin-7-yl)(imidazo[1,2-a]pyridin-2-ylmethyl-d2)carbamic acid tert-butyl ester